methyl dodecylbenzenesulfonate sodium salt [Na].C(CCCCCCCCCCC)C1=C(C=CC=C1)S(=O)(=O)OC